gold-tin-nickel [Ni].[Sn].[Au]